FC1=C(C=C(C=C1)F)C=1OC(=CN1)C(=O)O 2-(2,5-difluorophenyl)oxazole-5-carboxylic acid